N1(CCNCCC1)C1=CC=C(C=N1)OC=1C=C(C=C(C1)C1=CC(=CC(=C1)Cl)Cl)CNC 1-(5-((6-(1,4-diazacycloheptan-1-yl)pyridin-3-yl)oxy)-3',5'-dichloro-[1,1'-biphenyl]-3-yl)-N-methyl-methylamine